C(C1=CC=CC=C1)OC1=C(C(=CC(=C1CC)O)O)C(=O)N1CCCC1 (2-benzyloxy-3-ethyl-4,6-dihydroxy-phenyl)-pyrrolidin-1-yl-methanone